3-[[4-[(1R)-2-amino-1-methyl-ethoxy]-6-(2,6-dimethylphenyl)pyrimidin-2-yl]sulfamoyl]benzoic acid NC[C@H](OC1=NC(=NC(=C1)C1=C(C=CC=C1C)C)NS(=O)(=O)C=1C=C(C(=O)O)C=CC1)C